C1(=CC=CC=C1)P(C1=CC=CC=C1)(C1=CC=CC=C1)=[Te] triphenylphosphine telluride